(E)-3-benzyl-5-(phenyl-(4-(trifluoromethyl)phenyl)methylene)oxazolidine-2,4-dione C(C1=CC=CC=C1)N1C(O/C(/C1=O)=C(/C1=CC=C(C=C1)C(F)(F)F)\C1=CC=CC=C1)=O